tert-butyl (3S)-3-{2-[4-(4-chlorophenyl)-5-(pyridin-4-yl)-1H-imidazol-1-yl]acetamido}pyrrolidine-1-carboxylate ClC1=CC=C(C=C1)C=1N=CN(C1C1=CC=NC=C1)CC(=O)N[C@@H]1CN(CC1)C(=O)OC(C)(C)C